OC1=CC=C(CNC2=CC=C(C=C2)NC(CCCCCCCCC)=O)C=C1 N-(4-((4-Hydroxybenzyl)amino)phenyl)decanamid